N-[2-(dimethylamino)ethyl]-4-[5-(6-fluoro-3-pyridyl)-1-[2-(trifluoromethyl)phenyl]pyrrol-2-yl]benzamide hydrochloride Cl.CN(CCNC(C1=CC=C(C=C1)C=1N(C(=CC1)C=1C=NC(=CC1)F)C1=C(C=CC=C1)C(F)(F)F)=O)C